N-((3R)-1-(7-benzyl-6-methyl-5,6,7,8-tetrahydropyrido[3,4-d]pyrimidin-4-yl)piperidin-3-yl)-4-(oxetan-3-yloxy)-5-(trifluoromethyl)pyrimidin-2-amine C(C1=CC=CC=C1)N1CC=2N=CN=C(C2CC1C)N1C[C@@H](CCC1)NC1=NC=C(C(=N1)OC1COC1)C(F)(F)F